1-[3,3-Dimethyl-6-(2-methyl-propane-1-sulfonyl)-2,3-dihydro-indol-1-yl]-2-((2R,5R)-2-methoxymethyl-5-methyl-piperazin-1-yl)-ethanone dihydrochloride salt Cl.Cl.CC1(CN(C2=CC(=CC=C12)S(=O)(=O)CC(C)C)C(CN1[C@H](CN[C@@H](C1)C)COC)=O)C